2-amino-2-(3-(benzyl-(ethyl)amino)propyl)-6-boronohexanoic acid NC(C(=O)O)(CCCCB(O)O)CCCN(CC)CC1=CC=CC=C1